FC1=C2C(=NNC2=CC(=C1)C(=O)O)C=O 4-FLUORO-3-FORMYL-6-INDAZOLECARBOXYLIC ACID